C(C1=CC(=CC(=C1O)C1(CCCCC1)C)C)C1=CC(=CC(=C1O)C1(CCCCC1)C)C 2,2'-methylenebis[6-(1-methylcyclohexyl)-p-cresol]